NC=1C2=C(N=CN1)N(C=C2)CCC#N 4-amino-7-(2-cyanoethyl)-7H-pyrrolo[2,3-d]pyrimidin